FC1=C(C=C(C=C1)C1=CC=CN=N1)C(F)(F)F 6-(4-fluoro-3-trifluoromethylphenyl)pyridazin